NC=1C2=C(N=C(N1)Cl)N(C=C2C2=NN(C=C2)CC2=CC=CC=C2)[C@H]2[C@@H]([C@@H]([C@H](C2)C2CCN(CC2)CC2CCCC2)O)O (1R,2S,3R,5R)-3-[4-amino-5-(1-benzylpyrazol-3-yl)-2-chloropyrrolo[2,3-d]pyrimidin-7-yl]-5-[1-(cyclopentylmethyl)piperidin-4-yl]cyclopentane-1,2-diol